Methyl-9-methyl-8-oxo(10,11-2H2)3,4,7,15-tetraazatricyclo[12.3.1.02,6]Octadecan CC12C3NNCC3NC(C(C(C(CCC(NCC1)C2)[2H])[2H])C)=O